FC1=CC=C(C=C1)C=1C=C2C(=C(C(N(C2=NC1)CCN1CCOCC1)=O)C(=O)NC1(CCCCC1)C(=O)OC)O methyl 1-(6-(4-fluorophenyl)-4-hydroxy-1-(2-morpholinoethyl)-2-oxo-1,2-dihydro-1,8-naphthyridine-3-carboxamido)cyclohexane-1-carboxylate